(S)-2-fluoro-3-(4-fluorophenyl)-N-(7-(3-hydroxyl-3-methylbut-1-yn-1-yl)-5-methyl-4-Oxo-2,3,4,5-tetrahydrobenzo[b][1,4]oxazepine-3-yl)imidazo[2,1-b]thiazole-6-carboxamide FC1=C(N2C(S1)=NC(=C2)C(=O)N[C@@H]2C(N(C1=C(OC2)C=CC(=C1)C#CC(C)(C)O)C)=O)C1=CC=C(C=C1)F